ClC=1C=C2C(=C3C1NC(NC31CCCCC1)=O)OC(=N2)CNCC(O)C2CCCCC2 5-chloro-2-{[(2-cyclohexyl-2-hydroxyethyl)amino]methyl}-7,8-dihydro-6H-spiro[[1,3]oxazolo[5,4-f]quinazoline-9,1'-cyclohexan]-7-one